N-((1R,4r)-4-(2-(((R)-2-(5-fluoropyridin-3-yl)-2-hydroxyethyl)amino)-2-methylpropyl)cyclohexyl)-2-methylpropane-1-sulfonamide FC=1C=C(C=NC1)[C@H](CNC(CC1CCC(CC1)NS(=O)(=O)CC(C)C)(C)C)O